C(C#C)O[C@H]1C[C@@H](N(C1)C(=O)OC(C)(C)C)C(=O)OCC1=CC=CC=C1 O2-benzyl O1-tert-butyl (2R,4S)-4-prop-2-ynoxypyrrolidine-1,2-dicarboxylate